N-(2-hydroxy-3-stearyloxypropyl)-N,N-dimethyl-ammonium bromide [Br-].OC(C[NH+](C)C)COCCCCCCCCCCCCCCCCCC